ClC1=CC(=C(C=C1)C1(OC2=C(C1=O)C=CC=C2C2CCN(CC2)CC2=NC1=C(N2C[C@H]2OCC2)C=C(C=C1)C(=O)O)C)F 2-((4-(2-(4-chloro-2-fluorophenyl)-2-methyl-3-oxo-2,3-dihydrobenzofuran-7-yl)piperidin-1-yl)methyl)-1-(((S)-oxetan-2-yl)methyl)-1H-benzo[d]imidazole-6-carboxylic acid